(5-chloro-6,7-difluoro-1H-indol-2-yl)(2,6-diazaspiro[3.4]octan-2-yl)methanone ClC=1C=C2C=C(NC2=C(C1F)F)C(=O)N1CC2(C1)CNCC2